2-(2-Fluoro-4-iodoanilino)-5-[[3-Fluoro-2-(methylsulfamoylamino)pyridine-4-yl]methyl]-N-methoxy-1-methyl-6-oxopyridine-3-Carboxamide FC1=C(NC=2N(C(C(=CC2C(=O)NOC)CC2=C(C(=NC=C2)NS(NC)(=O)=O)F)=O)C)C=CC(=C1)I